COC(=O)[C@@H]1[C@H]2C([C@H]2CN1)(C)C (1R,2S,5S)-6,6-dimethyl-3-azabicyclo[3.1.0]Hexane-2-carboxylic acid methyl ester